ClC=1N=C(C2=C(N1)N(C=C2Cl)COCC[Si](C)(C)C)NC2=C(C=CC=C2)NS(=O)(=O)C N-(2-((2,5-dichloro-7-((2-(trimethylsilyl)ethoxy)methyl)-7H-pyrrolo[2,3-d]pyrimidine-4-yl)amino)phenyl)methanesulfonamide